CC1=C(C(=O)P(C2=CC=CC=C2)(C2=CC=CC=C2)=O)C(=CC(=C1)C)C (2,4,6-trimethyl-benzoyl)diphenyl-phosphorus oxide